tert-butyl 3-((3-(((8-isopropyl-2-((1-methylpiperidin-4-yl)oxy)pyrazolo[1,5-a][1,3,5]triazin-4-yl)amino)methyl)phenyl)carbamoyl)piperidine-1-carboxylate C(C)(C)C=1C=NN2C1N=C(N=C2NCC=2C=C(C=CC2)NC(=O)C2CN(CCC2)C(=O)OC(C)(C)C)OC2CCN(CC2)C